3,5-DIFLUORO-4-METHOXYBENZALDEHYDE FC=1C=C(C=O)C=C(C1OC)F